CC1=C(C=2N(C(C=CC2N1)=O)C)C1=NC(=NC(=C1)OC1=CC=C(C=C1)C(F)(F)F)C 2,4-dimethyl-3-{2-methyl-6-[4-(trifluoromethyl)phenoxy]-pyrimidin-4-yl}-1H,4H,5H-pyrrolo[3,2-b]pyridin-5-one